ClCC=1C=C(C=C(C1O)CCl)CCCC (3,5-dichloromethyl-4-hydroxyphenyl)butane